FC=1C=NN2C1C(=CC(=C2)C=2C=NN(C2)C)OCC2[C@H]1CN(C[C@@H]2C1)C(C=C)=O 1-((1R,5S,6s) or (1R,5S,6r)-6-(((3-fluoro-6-(1-methyl-1H-pyrazol-4-yl)pyrazolo[1,5-a]pyridin-4-yl)oxy)methyl)-3-azabicyclo[3.1.1]heptan-3-yl)prop-2-en-1-one